5-(difluoromethyl)-3-(2-((methoxycarbonyl)amino)ethoxy)thiophene-2-carboxylic acid FC(C1=CC(=C(S1)C(=O)O)OCCNC(=O)OC)F